tert-butyl 3-[4-[[6-(4-fluorophenyl)-3-nitro-2-pyridyl]amino]phenyl]azetidine-1-carboxylate FC1=CC=C(C=C1)C1=CC=C(C(=N1)NC1=CC=C(C=C1)C1CN(C1)C(=O)OC(C)(C)C)[N+](=O)[O-]